(R)-2-amino-6-(((benzyloxy)carbonyl)amino)hexanoic acid methyl ester hydrochloride Cl.COC([C@@H](CCCCNC(=O)OCC1=CC=CC=C1)N)=O